(R)-4-(4-((1-(3-(difluoromethyl)-2-fluorophenyl)ethyl)amino)-2-methylquinolin-6-yl)-3,6-dihydro-2H-thiopyran 1,1-dioxide FC(C=1C(=C(C=CC1)[C@@H](C)NC1=CC(=NC2=CC=C(C=C12)C=1CCS(CC1)(=O)=O)C)F)F